3-{[(1,3-benzothiazol-7-yl)methyl]amino}-1-{8-[5-(trifluoromethyl)pyridin-2-yl]-3,8-diazabicyclo[3.2.1]octan-3-yl}propan-1-one S1C=NC2=C1C(=CC=C2)CNCCC(=O)N2CC1CCC(C2)N1C1=NC=C(C=C1)C(F)(F)F